2-(1H-indazol-4-yl)-2-(1-(morpholine-4-carbonyl)piperidin-4-ylidene)acetonitrile N1N=CC2=C(C=CC=C12)C(C#N)=C1CCN(CC1)C(=O)N1CCOCC1